(2R,3R,4S)-4-(2H-1,3-benzodioxol-5-yl)-2-(3-fluoro-4-methoxyphenyl)-1-[2-(n-propylpentane-1-sulfonylamino)ethyl]pyrrolidine-3-carboxylic acid O1COC2=C1C=CC(=C2)[C@@H]2[C@H]([C@@H](N(C2)CCN(S(=O)(=O)CCCCC)CCC)C2=CC(=C(C=C2)OC)F)C(=O)O